C(C)(C)(C)OC(=O)N1CCN(CC1)C1=NC=NC2=CC=C(C=C12)C=1C=C(C(=NC1)OC)N N-(5-(4-(4-(tert-butoxycarbonyl)piperazin-1-yl)quinazolin-6-yl)-2-methoxypyridin-3-yl)amine